5,8-dimethanoylnaphthalenediol C(=O)C=1C2=CC=C(C(=C2C(=CC1)C=O)O)O